1-[(2R,3S,4S,5R)-4-(benzyloxy)-5-[(benzyloxy)methyl]-5-(chloromethyl)-3-hydroxy-3-[2-(trimethylsilyl)ethynyl]oxolan-2-yl]-3H-pyrimidine C(C1=CC=CC=C1)O[C@H]1[C@]([C@@H](O[C@]1(CCl)COCC1=CC=CC=C1)N1CNCC=C1)(C#C[Si](C)(C)C)O